CC=1C=C(C(=O)NCC(NC2CCCC3=CC=CC=C23)=O)C=C(C1OCC1=CC=CC=C1)C 3,5-dimethyl-N-[2-oxo-2-(1,2,3,4-tetrahydronaphthalen-1-ylamino)ethyl]-4-[(phenylmethyl)oxy]benzamide